(2S)-2-((1R)-2-(2-(tert-butoxy)-2-oxoethoxy)-1-((tetrahydro-2H-pyran-2-yl)oxy)ethyl)pyrrolidine-1-carboxylic acid tert-butyl ester C(C)(C)(C)OC(=O)N1[C@@H](CCC1)[C@H](COCC(=O)OC(C)(C)C)OC1OCCCC1